ClC1=C(C=CC=C1Cl)N1[C@H]2CN(C[C@@H]1CC2)CC[C@@H]2CC[C@H](CC2)NC(N(C)C)=O 3-(trans-4-(2-((1r,5s)-8-(2,3-dichlorophenyl)-3,8-diazabicyclo[3.2.1]oct-3-yl)ethyl)cyclohexyl)-1,1-dimethylurea